(R)-N-(6-chloro-2-(2-fluoro-3-hydroxy-3-methylbutyl)-1-oxoisoindolin-5-yl)pyrazolo[1,5-a]pyrimidine-3-carboxamide ClC1=C(C=C2CN(C(C2=C1)=O)C[C@H](C(C)(C)O)F)NC(=O)C=1C=NN2C1N=CC=C2